O=C(C(=O)[O-])CC=O 2,4-dioxobutanoate